ClC1=CC=C(C=C1)NC(NCCC1=CC=C(C=C1)S(=O)(=O)C)=O 3-(4-Chlorophenyl)-1-[2-(4-methanesulfonylphenyl)ethyl]urea